N-(4-methoxyphenyl)-3-methyl-5-oxo-1-phenyl-4,5-dihydro-1H-pyrazole-4-carboxamide COC1=CC=C(C=C1)NC(=O)C1C(=NN(C1=O)C1=CC=CC=C1)C